C[C@H](CC1C2(C3=CC=CC=C3C1)CCC(CC2)C(=O)O)COC2=C1C(=NC=C2)C=CS1 2'-{(2R)-2-methyl-3-[(thieno[3,2-b]pyridin-7-yl)oxy]propyl}-2',3'-dihydrospiro[cyclohexane-1,1'-indene]-4-carboxylic acid